N-[3-(azepan-1-yl)propyl]-2-(4-methylphenyl)imidazo[2,1-b][1,3]benzothiazole-6-carboxamide N1(CCCCCC1)CCCNC(=O)C=1C=CC2=C(N3C(S2)=NC(=C3)C3=CC=C(C=C3)C)C1